5-(1-((2R,5S)-2,5-diethylpiperazin-1-yl)ethyl)-3-fluoropyrazolo[1,5-a]pyrimidine C(C)[C@H]1N(C[C@@H](NC1)CC)C(C)C1=NC=2N(C=C1)N=CC2F